COC=1C=2N(C=C(N1)NC(=O)C=1N=CC(=NC1)N1CC3(CN(C3)C(=O)OC(C)(C)C)C1)C=C(N2)C tert-butyl 6-(5-((8-methoxy-2-methylimidazo[1,2-a]pyrazin-6-yl)carbamoyl)pyrazin-2-yl)-2,6-diazaspiro[3.3]heptane-2-carboxylate